2-((1S,6S)-6-((tert-butoxycarbonyl)amino)cyclohex-3-en-1-yl)-3,5-dichlorothieno[3,2-b]pyridin-7-yl trifluoromethanesulfonate FC(S(=O)(=O)OC1=C2C(=NC(=C1)Cl)C(=C(S2)[C@H]2CC=CC[C@@H]2NC(=O)OC(C)(C)C)Cl)(F)F